4-((2-((2-(((9H-fluoren-9-yl)methoxy)carbonyl)-1,2-dimethylhydrazinyl)methyl)-1-(2-carboxyethyl)-1H-indol-5-yl)amino)-4-oxobutanoic acid C1=CC=CC=2C3=CC=CC=C3C(C12)COC(=O)N(N(C)CC=1N(C2=CC=C(C=C2C1)NC(CCC(=O)O)=O)CCC(=O)O)C